NC1=CC=CC(=N1)S(=O)(=O)NC(=O)C=1C(=NC(=CC1)C1=CC(=CC=C1)C(F)(F)F)N1C(C[C@@H](C1)C)(C)C N-[(6-Amino-2-pyridyl)sulfonyl]-6-[3-(trifluoromethyl)phenyl]-2-[(4S)-2,2,4-trimethylpyrrolidin-1-yl]pyridin-3-carboxamid